N-(2-chloro-6-fluorophenyl)-3-methylbut-2-en-1-imine ClC1=C(C(=CC=C1)F)N=CC=C(C)C